CC1=NC2=CC=C(C=C2N=C1N1CCN(CC1)CC=1C=C2NC(C=3N(C2=C(C1)F)N=CC3C)=O)C(NC)=O 7-((4-(2-methyl-6-(methylcarbamoyl)quinoxal-3-yl)piperazin-1-yl)methyl)-9-fluoro-3-methylpyrazolo[1,5-a]quinoxaline-4(5H)-one